2-(1H-indazol-3-yl)isoindoline-1,3-dione N1N=C(C2=CC=CC=C12)N1C(C2=CC=CC=C2C1=O)=O